3,3'-dichloro-[1,1'-binaphthalene]-2,2'-diol ClC1=C(C(=C2C=CC=CC2=C1)C=1C(=C(C=C2C=CC=CC12)Cl)O)O